methyl 2-[3-[3-[[1-[(1S)-2-benzyloxy-1-methyl-ethyl]-4-piperidyl]methyl]azetidin-1-yl]isoxazol-5-yl]-3-methyl-butanoate C(C1=CC=CC=C1)OC[C@H](C)N1CCC(CC1)CC1CN(C1)C1=NOC(=C1)C(C(=O)OC)C(C)C